1,1'-bis(di-tert-butylphosphinomethyl)ferrocene C(C)(C)(C)P(C(C)(C)C)C[C-]1C=CC=C1.[C-]1(C=CC=C1)CP(C(C)(C)C)C(C)(C)C.[Fe+2]